C(=O)C1CCOC(O1)(C)C (4S-cis)-6-formyl-2,2-dimethyl-1,3-dioxane